C(C(C)C)OC([C@@H](C[C@@H](CC1=CC=C(C=C1)C1=CC(=CC=C1)Cl)NC(=O)C=1NN=C(C1)NC(C1=C(C=CC=C1)Cl)=O)O)=O (2R,4R)-4-{[5-(2-Chloro-benzoylamino)-2H-pyrazole-3-carbonyl]-amino}-5-(3'-chloro-biphenyl-4-yl)-2-hydroxy-pentanoic acid isobutyl ester